[4-(2,2-dimethylmorpholin-4-yl)-5-fluoropyrimidin-2-yl]aminobenzenesulfonamide CC1(CN(CCO1)C1=NC(=NC=C1F)NC1=C(C=CC=C1)S(=O)(=O)N)C